N1=C(C=CC=C1)N1CCN(CC1)CCCN(C(C1=CC=CC=C1)=O)CCC N-[3-[4-(pyridin-2-yl)piperazin-1-yl]propyl]-N-propylbenzamide